2-(11-hydroxyundecyl)tridecanedioic acid OCCCCCCCCCCCC(C(=O)O)CCCCCCCCCCC(=O)O